O=C1C(CCC=C1)NC(OCC1=CC=CC=C1)=O benzyl (2-oxocyclohex-3-en-1-yl)carbamate